[Cu](Cl)Cl.[Mg] magnesium copper chloride